CN(C(=O)CN1C[C@H]([C@H](CC1)NC1=C2C=C(N(C2=CC=C1)CC(F)(F)F)C#CCNC1=C(C=C(C(=O)OC)C=C1)OC)F)C methyl 4-{[3-(4-{[(3R,4S)-1-[(dimethylcarbamoyl)methyl]-3-fluoropiperidin-4-yl]amino}-1-(2,2,2-trifluoroethyl)-1H-indol-2-yl)prop-2-yn-1-yl]amino}-3-methoxybenzoate